(Z)-N'-hydroxy-2-methoxy-3-nitrobenzamidine O\N=C(\C1=C(C(=CC=C1)[N+](=O)[O-])OC)/N